ClC=1C(=NC(=NC1)NC1CCOCC1)C1=CC(=C2CN(C(C2=C1)=O)[C@@H](C(=O)N[C@H](CO)C1=NC(=CC=C1)C)C)F (2R)-2-(6-{5-chloro-2-[(oxacyclohex-4-yl)amino]pyrimidin-4-yl}-4-fluoro-1-oxo-2,3-dihydro-1H-isoindol-2-yl)-N-[(1S)-2-hydroxy-1-(6-methylpyridin-2-yl)ethyl]propionamide